1-cyclohexyl-4-[4-[3-(3,4-dimethoxyphenyl)-1,2,4-oxadiazol-5-yl]piperidine-1-carbonyl]pyrrolidin-2-one C1(CCCCC1)N1C(CC(C1)C(=O)N1CCC(CC1)C1=NC(=NO1)C1=CC(=C(C=C1)OC)OC)=O